1-pentadecanoyl-2-docosanoyl-glycero-3-phosphoserine C(CCCCCCCCCCCCCC)(=O)OCC(OC(CCCCCCCCCCCCCCCCCCCCC)=O)COP(=O)(O)OC[C@H](N)C(=O)O